FC1=CC=C(C=C1)C1=NN2C(COCC2)=C1C1=CC=NC=C1 2-(4-fluorophenyl)-3-(4-pyridyl)-6,7-dihydro-4H-pyrazolo[5,1-c][1,4]oxazine